N(=[N+]=[N-])CC1=NN(C=C1NC(=O)C=1N=C(OC1)C1=CC(=NC=C1)N(CC(F)(F)F)C(=O)OC(C)(C)C)C1=CC=C(C(=O)OC)C=C1 methyl 4-[3-(azidomethyl)-4-[[2-[2-[tert-butoxycarbonyl(2,2,2-trifluoroethyl)amino]-4-pyridyl]oxazole-4-carbonyl]amino]pyrazol-1-yl]benzoate